((Trans)-4-((4-(Difluoromethoxy)phenyl)(4-methoxypyridin-3-yl)amino)cyclohexyl)(morpholino)methanone FC(OC1=CC=C(C=C1)N([C@@H]1CC[C@H](CC1)C(=O)N1CCOCC1)C=1C=NC=CC1OC)F